tert-butyl (E)-(4-(dimethylamino)-2-methyl-4-oxobut-2-en-1-yl)(2-(4-iodophenoxy) ethyl)carbamate CN(C(/C=C(/CN(C(OC(C)(C)C)=O)CCOC1=CC=C(C=C1)I)\C)=O)C